OPO dioxaphosphan